[N-]=C=O.CC1CCC(CC1)C 1,4-dimethylcyclohexane isocyanate